(R)-3-(4-(Aminomethyl)-3-(trifluoromethyl)phenyl)-6-((4-hydroxy-1-(4,4,4-trifluoro-3-phenylbutanoyl)piperidin-4-yl)methyl)-2-methyl-2H-pyrazolo[4,3-d]pyrimidin-7(6H)-one NCC1=C(C=C(C=C1)C=1N(N=C2C1N=CN(C2=O)CC2(CCN(CC2)C(C[C@@H](C(F)(F)F)C2=CC=CC=C2)=O)O)C)C(F)(F)F